NCCOCCOCCOCCOCCSC1=C2CN(C(C2=CC=C1)=O)C1CNCCC1 3-(4-((14-amino-3,6,9,12-tetraoxatetradecyl)thio)-1-oxoisoindolin-2-yl)piperidine